2-((2S)-2-(1-cyclopropyl-1H-pyrazol-4-yl)-4-morpholinyl)-4-(2,4-difluorophenyl)-7-methylpyrido[2,3-d]pyrimidine C1(CC1)N1N=CC(=C1)[C@H]1CN(CCO1)C=1N=C(C2=C(N1)N=C(C=C2)C)C2=C(C=C(C=C2)F)F